CS(=O)(=O)C=1C=CC=NC1 5-methanesulfonylpyridin